NCCN1CC2=CC(=CC=C2C2(CCN(CC2)C2CCC(CC2)C(C)C)C1=O)NC(C)=O N-(2-(2-aminoethyl)-1'-((1s,4s)-4-isopropylcyclohexyl)-3-oxo-2,3-dihydro-1H-spiro[isoquinoline-4,4'-piperidin]-7-yl)acetamide